COC(=O)C1(CCC2(C(=CC3=C(C=CC=C23)F)C[C@H](COCC2=CC=C(C=C2)OC)C)CC1)NC1=CC(=CC=C1)Cl 4-(3-Chloroanilino)-4'-fluoro-2'-{(2R)-3-[(4-methoxyphenyl)methoxy]-2-methylpropyl}spiro[cyclohexane-1,1'-indene]-4-carboxylic acid methyl ester